C[C@H]1N(CCOC1)C=1C2=C(N=C(N1)C1=C3C(=NC=C1)N(C=C3)S(=O)(=O)CC3=CC=CC=C3)C(=CS2)C=2C=NN(C2)C (R)-3-methyl-4-(7-(1-methyl-1H-pyrazol-4-yl)-2-(1-toluenesulfonyl-1H-pyrrolo[2,3-b]pyridin-4-yl)thieno[3,2-d]pyrimidin-4-yl)morpholine